4-(1-hydroxypropyl)picolinic acid OC(CC)C1=CC(=NC=C1)C(=O)O